CC=1C=C(C=CC1C)CC(=O)N 2-(3,4-dimethyl-phenyl)-acetamide